C(C)(C)(C)OC(CN1[C@H](CN(C[C@H]1C)CCOC1=CC(=C(C=C1C(C)C)NC(C(=O)OC)(C)C)C)C)=O Methyl 2-((4-(2-((3s,5r)-4-(2-(tert-butoxy)-2-oxoethyl)-3,5-dimethylpiperazin-1-yl) ethoxy)-5-isopropyl-2-methylphenyl) amino)-2-methylpropionate